1-(5-fluoro-2,3-dihydroxyphenyl)ethan-1-one FC=1C=C(C(=C(C1)C(C)=O)O)O